CC(C)NC(=O)O[C@H]1C[C@H](CC1)C1=NNC(=C1)NC1=CC=CC2=C1CCN(S2(=O)=O)C (1R,3S)-3-{5-[(2-methyl-1,1-dioxo-3,4-dihydro-2H-1λ6-benzo[2,1-e][1,2]thiazin-5-yl)amino]-1H-pyrazol-3-yl}cyclopentyl (prop-2-ylamino)methanoate